3-[3-[4-(4-bromophenyl)phenyl]-1-tetralinyl]-2-hydroxy-4-thiochromenone BrC1=CC=C(C=C1)C1=CC=C(C=C1)C1CC(C2=CC=CC=C2C1)C1=C(SC2=CC=CC=C2C1=O)O